Cl.O(C)N methoxylamine hydrochloride salt